N-(carboxymethyl)-N-(2,2-difluoro-3beta,7beta-dihydroxy-5beta-cholan-24-yl)-2-aminoacetic acid C(=O)(O)CN(CC(=O)O)CCC[C@@H](C)[C@H]1CC[C@H]2[C@@H]3[C@H](C[C@@H]4C[C@H](C(C[C@]4(C)[C@H]3CC[C@]12C)(F)F)O)O